C(C(CC)O)(O)(O)O butantetrol